N-((3R,4S)-3-((S)-3-METHOXYPIPERIDIN-1-YL)CHROMAN-4-YL)-2-(TRIFLUOROMETHYL)-1H-INDOL-4-AMINE CO[C@@H]1CN(CCC1)[C@H]1COC2=CC=CC=C2[C@@H]1NC=1C=2C=C(NC2C=CC1)C(F)(F)F